BrC1=CC=C(C=C1)N1C=NN(C1=O)CSC1=CC(=C(OCCC(C(=O)OCC)(C)C)C=C1)Cl Ethyl 2-(4-(((4-(4-bromophenyl)-5-oxo-4,5-dihydro-1H-1,2,4-triazol-1-yl)methyl)thio)-2-chlorophenoxy)ethyl-2-methylpropionate